1-cyclododecen-1-yl(trimethyl)silane C1(=CCCCCCCCCCC1)[Si](C)(C)C